COC=1C(=CC(=C(C1)N1CCC(CC1)C1CCN(CC1)C1CC2(C1)CCNCC2)C=2C=NN(C2)C)[N+](=O)[O-] 2-(1'-(5-methoxy-2-(1-methyl-1H-pyrazol-4-yl)-4-nitrophenyl)-[4,4'-bipiperidin]-1-yl)-7-azaspiro[3.5]nonane